benzyl 4-[[4-[(1-tert-butoxycarbonyl-4-piperidinyl) oxy] cyclohexyl] methyl]-3,3-dimethyl-piperazine-1-carboxylate C(C)(C)(C)OC(=O)N1CCC(CC1)OC1CCC(CC1)CN1C(CN(CC1)C(=O)OCC1=CC=CC=C1)(C)C